C(=O)C=1C(=NC(=CN1)OC)C(=O)OC methyl 3-formyl-6-methoxypyrazine-2-carboxylate